(2R,3S,8aS)-N-benzhydryl-2-methyl-3-((S)-2-(methylamino)propanamido)-4-oxohexahydro-2H-pyrrolo[2,1-b][1,3]oxazine-6-carboxamide C(C1=CC=CC=C1)(C1=CC=CC=C1)NC(=O)C1CC[C@@H]2O[C@@H]([C@@H](C(N21)=O)NC([C@H](C)NC)=O)C